2-(2-(3-(dimethylamino)phenyl)piperidin-1-yl)-N-(5-methylpyridin-3-yl)-2-oxoacetamide CN(C=1C=C(C=CC1)C1N(CCCC1)C(C(=O)NC=1C=NC=C(C1)C)=O)C